Neodymium (2,2-dibutyl nonanoate) C(CCC)C(C(=O)[O-])(CCCCCCC)CCCC.[Nd+3].C(CCC)C(C(=O)[O-])(CCCCCCC)CCCC.C(CCC)C(C(=O)[O-])(CCCCCCC)CCCC